6-((2-((3R,4S)-3-amino-4-fluoropiperidin-1-yl)-4-chloro-1H-benzo[d]imidazol-1-yl)methyl)nicotinonitrile N[C@@H]1CN(CC[C@@H]1F)C1=NC2=C(N1CC1=NC=C(C#N)C=C1)C=CC=C2Cl